ethanol ammonium [NH4+].C(C)O